8-(2-Amino-6-((R)-1-(4-chloro-2-(3-methyl-1H-pyrazol-1-yl)phenyl)-2,2,2-trifluoroethoxy)pyrimidin-4-yl)-2-azaspiro[4.5]dec-7-en NC1=NC(=CC(=N1)C1=CCC2(CCNC2)CC1)O[C@@H](C(F)(F)F)C1=C(C=C(C=C1)Cl)N1N=C(C=C1)C